CC1=CC=C(C=C1)CN1C(CCC1=O)CC(=O)NCCC1=NC=CC=C1 2-[1-[(4-methylphenyl)methyl]-5-oxopyrrolidin-2-yl]-N-(2-pyridin-2-ylethyl)acetamide